1-(3-((6-((5-methylthiazol-2-yl)amino)-4-phenylpyridin-2-yl)amino)piperidin-1-yl)prop-2-en-1-one CC1=CN=C(S1)NC1=CC(=CC(=N1)NC1CN(CCC1)C(C=C)=O)C1=CC=CC=C1